CC=1N=C2N(N=C(C=C2C)C2=CC3=CN(N=C3C(=C2)F)C2CCN(CC2)C(=O)OC(C)(C)C)C1 tert-butyl 4-[5-(2,8-dimethylimidazo[1,2-b]pyridazin-6-yl)-7-fluoro-indazol-2-yl]piperidine-1-carboxylate